4-(1-methyl-1H-benzo[d]imidazol-2-yl)benzoic acid methyl ester COC(C1=CC=C(C=C1)C1=NC2=C(N1C)C=CC=C2)=O